NC=1C=C(C=C(C1)C(F)(F)F)[C@@H](C)NC1=NNC(C2=CC=C(C=C12)N(C)CCN(C)C)=O (R)-4-((1-(3-amino-5-(trifluoromethyl)phenyl)ethyl)amino)-6-((2-(dimethylamino)ethyl)(Methyl)amino)phthalazin-1(2H)-one